chloro-1'-[(3S)-1-(pyridin-2-ylmethyl)pyrrolidin-3-yl]-4'H,6'H-spiro[1,3-dioxolan-2,5'-[1,2,4]triazolo[4,3-a][1]benzazepine] ClC1C=2N(C3=C(CC14OCCO4)C=CC=C3)C(=NN2)[C@@H]2CN(CC2)CC2=NC=CC=C2